2-(1-methylhexyl)-5-methylphenol, sodium salt [Na].CC(CCCCC)C1=C(C=C(C=C1)C)O